[Br-].C1(=CC=C(C=C1)CC[P+](C1=CC=CC=C1)(C1=CC=CC=C1)C1=CC=CC=C1)CC[P+](C1=CC=CC=C1)(C1=CC=CC=C1)C1=CC=CC=C1.[Br-] (1,4-phenylenebis(ethane-2,1-diyl))bis(triphenyl-phosphonium) bromide